4-(4-(((2R,4S)-4-(3-chlorophenyl)-2-oxido-1,3,2-dioxaphosphinan-2-yl)methoxy)-2,6-dimethylbenzyl)-2-isopropylphenyl L-alaninate N[C@@H](C)C(=O)OC1=C(C=C(C=C1)CC1=C(C=C(C=C1C)OC[P@]1(OCC[C@H](O1)C1=CC(=CC=C1)Cl)=O)C)C(C)C